4-bromo-5-(trifluoromethoxy)benzo[d]thiazol-2-amine BrC1=C(C=CC2=C1N=C(S2)N)OC(F)(F)F